C(CCCNC([O-])=O)NC([O-])=O 1,4-Butylenbiscarbamat